2-(imidazolin-2-yl)propane N1C(=NCC1)C(C)C